(-)-8-((1S,2S,5R)-2-fluoro-5-hydroxycyclohexyl)-6-(methyl-d3)-2-((1-(methylsulfonyl)piperidin-4-yl-3,3,5,5-d4)-amino)pyrido[2,3-d]pyrimidin-7(8H)-one F[C@@H]1[C@H](C[C@@H](CC1)O)N1C(C(=CC2=C1N=C(N=C2)NC2C(CN(CC2([2H])[2H])S(=O)(=O)C)([2H])[2H])C([2H])([2H])[2H])=O